C(#N)C1=CC=2N(N=C1)C(=CC2)C2=CC(=C(C=N2)C2=NN=C(S2)N2CCN(CC2)C(=O)OC(C)(C)C)NC(C)C tert-butyl 4-[5-(6-{3-cyanopyrrolo[1,2-b]pyridazin-7-yl}-4-[(propan-2-yl)amino]pyridin-3-yl)-1,3,4-thiadiazol-2-yl]piperazine-1-carboxylate